C(CCCCCCC)[NH+](CCCCCCCC)CCCCCCCC N,N,N-trioctylammonium